4-(1-Methyl-1H-pyrazol-5-yl)-2-(5-phenyl-1H-imidazol-2-yl)pyridine trifluoroacetate salt FC(C(=O)O)(F)F.CN1N=CC=C1C1=CC(=NC=C1)C=1NC(=CN1)C1=CC=CC=C1